E-glucuronate O=C[C@H](O)[C@@H](O)[C@H](O)[C@H](O)C(=O)[O-]